3-(2-(4-bromobenzyloxy)-naphthalen-1-yl)-1-propylamine BrC1=CC=C(COC2=C(C3=CC=CC=C3C=C2)CCCN)C=C1